COC=1N=C2N(C(C1)=O)C=CC=C2 2-methoxy-4H-pyrido[1,2-a]pyrimidin-4-one